FC1C(C(C(=C1F)F)(F)F)(F)F Heptafluorocyclopentene